Tert-butyl (1S,4S,5R)-5-((5-cyclopropyl-3-(2,6-dichlorophenyl)isoxazol-4-yl) methoxy)-2-azabicyclo[2.2.1]heptane-2-carboxylate C1(CC1)C1=C(C(=NO1)C1=C(C=CC=C1Cl)Cl)CO[C@H]1[C@@H]2CN([C@H](C1)C2)C(=O)OC(C)(C)C